benzyl ((2SR,3SR,4RS)-2-cyclopentyl-3-methyl-1,2,3,4-tetrahydro-1,5-naphthyridin-4-yl)carbamate C1(CCCC1)[C@@H]1NC2=CC=CN=C2[C@@H]([C@H]1C)NC(OCC1=CC=CC=C1)=O |r|